[Br-].ClC=1C=C(C(=NC1)[Zn+])F (5-chloro-3-fluoropyridin-2-yl)zinc (II) bromide